Methyl 4-(3-((5-(5-(difluoromethyl)-1,3,4-oxadiazole-2-yl)pyridine-2-yl)methyl)-5-fluoro-2-oxo-2,3-dihydro-1H-benzo[d]imidazole-1-yl)piperidine-1-carboxylate FC(C1=NN=C(O1)C=1C=CC(=NC1)CN1C(N(C2=C1C=C(C=C2)F)C2CCN(CC2)C(=O)OC)=O)F